N,N-dimethylhexadecan-1-amine CN(CCCCCCCCCCCCCCCC)C